C(C)(C)(C)OC(=O)N1[C@H](CC(CC1)C=1N=NC(=CC1)N)C (2S)-4-(6-aminopyridazin-3-yl)-2-methylpiperidine-1-carboxylic acid tert-butyl ester